tert-butyl (tert-butoxycarbonyl)(7-(3-((3,3-difluoro-4-(4-fluorophenyl)-4-((triethylsilyl)oxy)-pentyl)oxy)-2,6-difluorophenyl)-[1,2,4]triazolo[1,5-a]pyridin-2-yl)carbamate C(C)(C)(C)OC(=O)N(C(OC(C)(C)C)=O)C1=NN2C(C=C(C=C2)C2=C(C(=CC=C2F)OCCC(C(C)(O[Si](CC)(CC)CC)C2=CC=C(C=C2)F)(F)F)F)=N1